N-ethyl-N-(2-(7-methoxy-1H-indol-3-yl)ethyl)propan-1-amine C(C)N(CCC)CCC1=CNC2=C(C=CC=C12)OC